5-(4-(4-(5-(4-chlorophenyl)-4-methyl-1H-imidazol-2-yl)phenoxy)phenyl)-1H-pyrazole ClC1=CC=C(C=C1)C1=C(N=C(N1)C1=CC=C(OC2=CC=C(C=C2)C2=CC=NN2)C=C1)C